5-CARBOXYPYRIDINE-3-BORONIC ACID C(=O)(O)C=1C=C(C=NC1)B(O)O